1-(bicyclo[1.1.1]pentan-1-yl)methanamine-hydrochloride salt Cl.C12(CC(C1)C2)CN